2-(2-aminoethoxy)-1,1-dimethoxyethane NCCOCC(OC)OC